FC(C=1N=C2N(CCN(C2)C(=O)[C@@H]2CC23CCN(CC3)C(=O)OC(C(F)(F)F)C(F)(F)F)C1)(F)F |o1:12| 1,1,1,3,3,3-hexafluoropropan-2-yl (R or S)-1-(2-(trifluoromethyl)-5,6,7,8-tetrahydroimidazo[1,2-a]pyrazine-7-carbonyl)-6-azaspiro[2.5]octane-6-carboxylate